ClC1=CC(=C(C#N)C=C1)N1CCCC1 4-chloro-2-(pyrrolidine-1-yl)benzonitrile